CC1=NC=CC(=C1)C1=NNC2=NC=C(C=C21)C(=O)N[C@@H]2[C@H](C2)C2=CC=CC=C2 3-(2-methylpyridin-4-yl)-N-((1S,2R)-2-phenylcyclopropyl)-1H-pyrazolo[3,4-b]pyridine-5-amide